ClC1=NC=CC(=C1)C#CC=1N=C(N(C1C)C1=CC=C(C=C1)OC(F)(F)F)C 2-chloro-4-((2,5-dimethyl-1-(4-(trifluoromethoxy)phenyl)-1H-imidazol-4-yl)ethynyl)pyridine